Methyl (R)-6-(2-amino-3-phenylpropoxy)benzo[d]oxazole-7-carboxylate hydrochloride Cl.N[C@@H](COC1=C(C2=C(N=CO2)C=C1)C(=O)OC)CC1=CC=CC=C1